(S)-N-(1-(7-(8-ethynyl-7-fluoro-3-hydroxynaphthalen-1-yl)-8-fluoro-2-((tetrahydro-1H-pyrrolizin-7a(5H)-yl)methoxy)pyrido[4,3-d]pyrimidin-4-yl)-5,5-difluoroazepan-3-yl)acrylamide C(#C)C=1C(=CC=C2C=C(C=C(C12)C1=C(C=2N=C(N=C(C2C=N1)N1C[C@H](CC(CC1)(F)F)NC(C=C)=O)OCC12CCCN2CCC1)F)O)F